O1C(OCC1)CC1CCN(CC1)C1=CC=C(C=C1)C1CCNCC1 4-[(1,3-dioxolan-2-yl)methyl]-1-[4-(piperidin-4-yl)phenyl]piperidine